anti-octadecylsilane C(CCCCCCCCCCCCCCCCC)[SiH3]